sodium adenosine-5'-diphosphate P([O-])(=O)(OP(=O)([O-])[O-])OC[C@@H]1[C@H]([C@H]([C@@H](O1)N1C=NC=2C(N)=NC=NC12)O)O.[Na+].[Na+].[Na+]